C[C@@H](C=O)CC1=CC=C(C=C1)C1(CC1)C (R)-2-methyl-3-(4-(1-methylcyclopropyl)phenyl)propanal